OC1=C(OC2=CC=CC=C2C1=O)C1=CC(=CC=C1)OC hydroxyl-3'-methoxyflavone